C(C)(C)(C)OC(=O)N1N=C(C2=CC(=C(C=C12)OCCOC)F)C#C[Si](C)(C)C 5-fluoro-6-(2-methoxy-ethoxy)-3-trimethylsilylethynyl-indazole-1-carboxylic acid tert-butyl ester